C(C=CC=CCCCCCCCCCCC)=O hexadecadiene-1-aldehyde